3-(5-(1-methylpiperidin-4-ylsulfonyl)pyridin-2-yl)-N-(3-methylpyridin-2-yl)-1,2,4-thiadiazol-5-amine CN1CCC(CC1)S(=O)(=O)C=1C=CC(=NC1)C1=NSC(=N1)NC1=NC=CC=C1C